9-(4'-methylbiphenyl-4-yl)-3,4,6,7,8,9-hexahydropyrido[2,1-c][1,2,4]thiadiazine 2,2-dioxide CC1=CC=C(C=C1)C1=CC=C(C=C1)C1CCCN2C1=NS(CC2)(=O)=O